2-(4-fluorobenzyl)-6-(3-methyl-1,2,4-oxadiazol-5-yl)pyridazin-3(2H)-one FC1=CC=C(CN2N=C(C=CC2=O)C2=NC(=NO2)C)C=C1